FC1=C(C(=CC=C1)C)N1N=C2C(=CC1=O)NN=C2C=2C=C1CCN(CC1=CC2)C2CN(C2)C 5-(2-Fluoro-6-methylphenyl)-3-(2-(1-methylazetidin-3-yl)-1,2,3,4-tetrahydroisochinolin-6-yl)-1H-pyrazolo[4,3-c]pyridazin-6(5H)-on